C1(CC1)S(=O)(=O)NC1=CC=CC(=N1)C(C(=O)NC1=CC=C(C=C1)C=1C=NC=C(C1)F)(C)C 2-(6-(cyclopropanesulfonamido)pyridin-2-yl)-N-(4-(5-fluoropyridin-3-yl)phenyl)-2-methylpropanamide